CN1C=2C(C=3C=CC=CC13)=CC=1N(C2)C=C(N1)C1=CC=C(C=C1)F 6-methyl-2-(4-fluorophenyl)-6H-imidazo[1',2':1,6]pyrido[3,4-b]indole